(5-(5-Bromopyridin-2-yl)isoxazol-3-yl)methylsulfonic acid methyl ester COS(=O)(=O)CC1=NOC(=C1)C1=NC=C(C=C1)Br